Methyl (R)-7-(sec-butoxy)-2-(1-methyl-2-oxabicyclo[2.1.1]hexan-4-yl)imidazo[1,2-a]pyridine-6-carboxylate [C@@H](C)(CC)OC1=CC=2N(C=C1C(=O)OC)C=C(N2)C21COC(C2)(C1)C